FC1([C@H](C1)C(=O)NC1=NC=C2C=C(C=NC2=C1)C=1C=NC(=CC1C)[C@@H](CCC)O)F (R)-2,2-difluoro-N-(3-(6-((R)-1-hydroxybutyl)-4-methylpyridin-3-yl)-1,6-naphthyridin-7-yl)cyclopropane-1-carboxamide